N-[(1R)-1-(5-Methylpyrazin-2-yl)ethyl]-3-(5-methyl-1,3-thiazol-2-yl)-5-[(3R)-tetrahydrofuran-3-ylmethoxy]benzamide CC=1N=CC(=NC1)[C@@H](C)NC(C1=CC(=CC(=C1)OC[C@H]1COCC1)C=1SC(=CN1)C)=O